4-methyl-benzylisothiocyanate CC1=CC=C(CN=C=S)C=C1